C(#N)CC(=O)N1C[C@H](CC1)COC1=CC=NC2=CC(=C(C=C12)OC(C)C)C(=O)N 4-{[(3S)-1-(cyanoacetyl)pyrrolidin-3-yl]methoxy}-6-(propan-2-yloxy)quinoline-7-carboxamide